tert-butyl 4-(((7S)-7-(4-(methoxycarbonyl) phenyl)-1-oxa-8-azaspiro[4.5]dec-8-yl) methyl)-7-methyl-5-(((trifluoromethyl) sulfonyl) oxy)-1H-indole-1-carboxylate COC(=O)C1=CC=C(C=C1)[C@@H]1CC2(CCCO2)CCN1CC1=C2C=CN(C2=C(C=C1OS(=O)(=O)C(F)(F)F)C)C(=O)OC(C)(C)C